(2-Cyclopropylethyl)-4-methoxy-1H-benzo[d]imidazole-1-carboxamide C1(CC1)CCC1=NC2=C(N1C(=O)N)C=CC=C2OC